C(C1=C(C(=CC(=C1)CC)C(C)(C)C)O)C1=C(C(=CC(=C1)CC)C(C)(C)C)O 2,2'-methylene-bis[6-tert.-butyl-4-ethylphenol]